(4-cyclopropylpiperazin-1-yl)pyridine-5-boronic acid pinacol ester C1(CC1)N1CCN(CC1)C1=NC=C(C=C1)B1OC(C)(C)C(C)(C)O1